13-chloro-19,21-difluoro-14-hydroxy-10,16,16-trioxo-9-oxa-16λ6-thia-17-azatetracyclo[16.3.1.111,15.02,7]tricosan-1(21),2(7),3,5,11,13,15(23),18(22),19-nonaene-5-carbonitrile ClC=1C=C2C(OCC=3C=C(C=CC3C3=C(C=C(C(NS(C(C1O)=C2)(=O)=O)=C3)F)F)C#N)=O